C(O)(=O)OC(C(C)O)C dimethyl-ethylene glycol carbonate